C(C1=CC=CC=C1)OC(=O)NCC[C@@H](C(=O)N1[C@@H](CC[C@@H]1C=O)C(=O)OC)NC(=O)OC(C)(C)C methyl (2S,5R)-1-((S)-4-(((benzyloxy) carbonyl) amino)-2-((tert-butoxycarbonyl) amino) butanoyl)-5-formylpyrrolidine-2-carboxylate